3-(2-Imidazo[1,2-b]pyridazin-3-ylethynyl)-4-methyl-N-[4-[(4-methylpiperazine-1-yl)methyl]-3-(trifluoromethyl)phenyl]benzamide N=1C=C(N2N=CC=CC21)C#CC=2C=C(C(=O)NC1=CC(=C(C=C1)CN1CCN(CC1)C)C(F)(F)F)C=CC2C